O1C[C@H](NCCC1)CN(C(OC(C)(C)C)=O)C tert-butyl (R)-((1,4-oxazepan-3-yl)methyl)(methyl)carbamate